1-((Trans)-4-(4-amino-5-(4-phenoxyphenyl)-7H-pyrrolo[2,3-d]pyrimidin-7-yl)cyclohexyl)piperazin-2-one NC=1C2=C(N=CN1)N(C=C2C2=CC=C(C=C2)OC2=CC=CC=C2)[C@@H]2CC[C@H](CC2)N2C(CNCC2)=O